4,22-stigmastadien-3-on CC[C@H](C=C[C@@H](C)[C@H]1CC[C@H]2[C@@H]3CCC4=CC(CC[C@]4(C)[C@H]3CC[C@]12C)=O)C(C)C